tetrahydrophenanthrene-2(1H)-one C1C(CCC2C3C=CC=CC3=CC=C12)=O